chloroform-HCL Cl.C(Cl)(Cl)Cl